FC1=NC=CC(=C1)C1=C(C=2CCCC2C=C1C)N 5-(2-fluoro-4-pyridinyl)-6-methyl-indan-4-amine